N1=CC=CC2=CC=CC(=C12)NC(=O)[C@@H]1CN(CCC1)C(=O)OC(C)(C)C tert-butyl (3S)-3-(8-quinolylcarbamoyl)piperidine-1-carboxylate